ClC1=C(C=2N=C(N=C(C2C=N1)N1[C@H](CN(CC1)C(=O)[O-])C)OC[C@]12CCCN2C[C@@H](C1)F)F (S)-4-(7-chloro-8-fluoro-2-(((2R,7aS)-2-fluorotetrahydro-1H-pyrrolizin-7a(5H)-yl)methoxy)pyrido[4,3-d]pyrimidin-4-yl)-3-methylpiperazine-1-carboxylate